2-methoxy-5-(6-(4,5,6,7-tetrahydro-1H-1,3-diazepin-2-yl)-1H,3'H-[2,5'-bibenzo[d]imidazol]-2'-yl)phenol COC1=C(C=C(C=C1)C=1NC2=C(N1)C=CC(=C2)C2=NC1=C(N2)C=C(C=C1)C=1NCCCCN1)O